ClC1=NC=C(C(=C1)C1=NN(C=C1)C)C1CC1 2-chloro-5-cyclopropyl-4-(1-methyl-1H-pyrazol-3-yl)pyridine